9,10-bis(phenylethynyl)-2-ethyl-anthracene C1(=CC=CC=C1)C#CC=1C2=CC=CC=C2C(=C2C=CC(=CC12)CC)C#CC1=CC=CC=C1